propanamide TFA salt OC(=O)C(F)(F)F.C(CC)(=O)N